2-(2-methylpyridin-4-yl)-N-(2-morpholinothiazolo[4,5-b]pyridin-6-yl)oxazole-4-carboxamide CC1=NC=CC(=C1)C=1OC=C(N1)C(=O)NC=1C=C2C(=NC1)N=C(S2)N2CCOCC2